C(C1=CC=CC=C1)O[C@@H]1[C@@H]([C@@H](O)O[C@@H]([C@H]1OCC1=CC=CC=C1)COCC1=CC=CC=C1)O 3,4,6-tri-O-benzyl-α-D-mannose